(2S,4S)-4-(4-fluorophenyl)-1-((4-phenoxybutyryl)glycyl)pyrrolidine-2-carboxylic acid benzyl ester C(C1=CC=CC=C1)OC(=O)[C@H]1N(C[C@@H](C1)C1=CC=C(C=C1)F)C(CNC(CCCOC1=CC=CC=C1)=O)=O